NCCCCCC#N C6-aminocapronitrile